tert-butyl N-[3-[3-(3-hydroxyphenyl)-1-tetrahydropyran-2-yl-indazol-5-yl]oxypropyl]carbamate OC=1C=C(C=CC1)C1=NN(C2=CC=C(C=C12)OCCCNC(OC(C)(C)C)=O)C1OCCCC1